benzyl N-{5-[(1S,3R)-3-[(N',N'-diethyl-N-methylhydrazinecarbonyl)oxy]cyclopentyl]-1H-pyrazol-3-yl}carbamate C(C)N(N(C(=O)O[C@H]1C[C@H](CC1)C1=CC(=NN1)NC(OCC1=CC=CC=C1)=O)C)CC